C(C)(C)(C)OC(=O)NC1=C(C=CC=C1)NC(CCCC[C@@H](C(=O)OCC1=CC=CC=C1)NC(=O)OCC)=O (S)-benzyl 7-((2-((tert-butoxycarbonyl)amino)phenyl)amino)-2-((ethoxycarbonyl)amino)-7-oxoheptanoate